Butyl-N-t-Butoxycarbonyl-N-hydroxycarbamate C(CCC)OC(N(O)C(=O)OC(C)(C)C)=O